CSCCN1C(NC(C1)=O)=O [2'-(methylthio)ethyl]Imidazolidine-2,4-dione